N(=[N+]=[N-])[C@H]1CC[C@@]2([C@H]3CC[C@]4([C@H]([C@@H]3CC=C2C1)CCC41OCCO1)C)C (3S,8R,9S,10R,13S,14S)-3-azido-10,13-dimethyl-1,2,3,4,7,8,9,10,11,12,13,14,15,16-tetradecahydrospiro[cyclopenta[a]phenanthrene-17,2'-[1,3]dioxolane]